[1-[1-[(1R,2R)-2-[[(4S)-2,2-dimethylchroman-4-yl]carbamoyl]cyclopropyl]-3-methoxy-propyl]-4,4-diethyl-6-oxo-hexahydropyrimidin-2-ylidene]ammonium CC1(OC2=CC=CC=C2[C@H](C1)NC(=O)[C@H]1[C@@H](C1)C(CCOC)N1C(NC(CC1=O)(CC)CC)=[NH2+])C